N1=C(C=CC=C1)C(=O)[Ir] picolinoyl-iridium